Cl.C(C)OC1=CC=C(C=C1)NC1N(C(=NC(=N1)N)N1CCCC1)C1=CC=CC=C1 N-(4-Ethoxyphenyl)-N1-phenyl-6-pyrrolidin-1-yl-[1,3,5]triazine-2,4-diamine hydrochloride